iron tris(2,4-hexanedione) CC(CC(CC)=O)=O.CC(CC(CC)=O)=O.CC(CC(CC)=O)=O.[Fe]